CC(CC[C@@H](C)N)C (R)-5-methyl-2-hexylamine